CN1N=NC(=C1)C=1C2=C(N=C(N1)C1=CC=C(C=C1)C(F)(F)F)CN(CC2)C(C=C)=O 1-(4-(1-methyl-1H-1,2,3-triazol-4-yl)-2-(4-(trifluoromethyl)phenyl)-5,8-dihydropyrido[3,4-d]pyrimidin-7(6H)-yl)prop-2-en-1-one